NC=1C(=C(C(=O)C2=CNC3=NC=C(C=C32)C3=CC=C(C=C3)N3CCC(CC3)CN3CCC(CC3)C=3C=C2CN(C(C2=CC3)=O)[C@@H]3C(NC(CC3)=O)=O)C(=CC1)F)F (3S)-3-(5-{1-[(1-{4-[3-(3-amino-2,6-difluorobenzoyl)-1H-pyrrolo[2,3-b]pyridin-5-yl]phenyl}piperidin-4-yl)methyl]piperidin-4-yl}-1-oxo-2,3-dihydro-1H-isoindol-2-yl)piperidine-2,6-dione